6-(5-(2-((2-((5-Methyl-6-oxo-5,6-dihydropyrido[2,3-b]pyrazin-3-yl)oxy)ethyl)amino)ethyl)-2-oxooxazolidin-3-yl)-2H-pyrido[3,2-b][1,4]oxazin-3(4H)-on CN1C(C=CC=2C1=NC(=CN2)OCCNCCC2CN(C(O2)=O)C=2C=CC=1OCC(NC1N2)=O)=O